N-((4-(dimethylamino)tetrahydro-2H-pyran-4-yl)methyl)-2-(3-cyano-4-isobutoxyphenyl)-4-methylthiazole-5-carboxamide hydrochloride Cl.CN(C1(CCOCC1)CNC(=O)C1=C(N=C(S1)C1=CC(=C(C=C1)OCC(C)C)C#N)C)C